The molecule is a 4-O-(1H-indol-3-ylcarbonyl)ascaroside derived from (10R)-10-hydroxyundecanoic acid. It is a metabolite of the nematode Caenorhabditis elegans. It has a role as a Caenorhabditis elegans metabolite. It is a 4-O-(1H-indol-3-ylcarbonyl)ascaroside, a monocarboxylic acid and an (omega-1)-hydroxy fatty acid ascaroside. It derives from a (10R)-10-hydroxyundecanoic acid and an ascr#18. C[C@H]1[C@@H](C[C@H]([C@@H](O1)O[C@H](C)CCCCCCCCC(=O)O)O)OC(=O)C2=CNC3=CC=CC=C32